2-(thieno[2,3-d]pyrimidin-4-ylamino)propionic acid N1=CN=C(C2=C1SC=C2)NC(C(=O)O)C